C1(CC1)C=1C=CC=2N(C1)C(=CN2)C2=CC=CC(=N2)N[C@H]2CNC[C@@H]2C(F)F 6-(6-cyclopropylimidazo[1,2-a]pyridin-3-yl)-N-((3R,4S)-4-(difluoromethyl)pyrrolidin-3-yl)pyridin-2-amine